CCCCCC(CCCC)C#N Decane-6-carbonitrile